N-((3-(Dimethylamino)pyridin-2-yl)carbamothioyl)-5-isopropoxy(trifluoromethyl)picolinimidamide CN(C=1C(=NC=CC1)NC(=S)NC(C1=NC=C(C=C1C(F)(F)F)OC(C)C)=N)C